C[Si]1(CCN(CC1)C1=C(C(=O)NC2=NC(=CC=C2)OCC(C(F)(F)F)O)C=CC(=C1)NS(=O)(=O)CCO)C 2-(4,4-dimethyl-1,4-azasilinan-1-yl)-4-((2-hydroxyethyl)sulfonamido)-N-(6-(3,3,3-trifluoro-2-hydroxypropoxy)pyridin-2-yl)benzamide